((2-ethoxy-3,4-dioxocyclobut-1-en-1-yl)amino)-3-hydroxy-N-isopropyl-N-methylpyridinecarboxamide C(C)OC1=C(C(C1=O)=O)NC1=C(C(=NC=C1)C(=O)N(C)C(C)C)O